FC1=C(C(=C(C(=C1C[B-](CC1=C(C(=C(C(=C1F)F)F)F)F)(CC1=C(C(=C(C(=C1F)F)F)F)F)CC1=C(C(=C(C(=C1F)F)F)F)F)F)F)F)F.C1(=CC=CC=C1)[S+]1C=2C=CC=CC2C(C2=CC=CC=C12)=O 10-phenyl-9-oxothioxanthenium tetrakis-(pentafluoro-benzyl)borate